ONC(\C=C\C1=CC(=CC=C1)S(=O)(=O)N1C=CC2=CC(=CC=C12)OCCCN1CCCCC1)=O (E)-N-Hydroxy-3-(3-((5-(3-(piperidin-1-yl)propoxy)-1H-indol-1-yl)sulfonyl)phenyl)acrylamide